(S)-4-(3-Aminopyrrolidin-1-yl)-6-(1-methyl-1H-pyrazol-4-yl)pyrazolo[1,5-a]pyridine N[C@@H]1CN(CC1)C=1C=2N(C=C(C1)C=1C=NN(C1)C)N=CC2